NC1=C(C=C(CCN2[C@H](O[C@@H](C2=O)C)C=2C(=NN(C2)C2=CC=C(C=C2)Br)C2=CC=C(C=C2)F)C=C1)[N+](=O)[O-] (2R,5R)-3-(4-amino-3-nitrophenethyl)-2-(1-(4-bromophenyl)-3-(4-fluorophenyl)-1H-pyrazol-4-yl)-5-methyl-oxazolidine-4-one